1-(N-morpholinyl)-3-methylenepent-4-ene N1(CCOCC1)CCC(C=C)=C